O=C1NC(CCC1C1=C(C=C(C=C1F)N1CC(C1)NC(OC1CNC1)=O)F)=O azetidin-3-yl (1-(4-(2,6-dioxopiperidin-3-yl)-3,5-difluorophenyl)azetidin-3-yl)carbamate